methyl glyoxalate C(C=O)(=O)OC